ClC=1C=C2C(=C(C(NC2=CC1)=O)C(\C=C\C1=CC=C(C=C1)C1=CC=C(C=C1)OC)=O)C1=CC=CC=C1 6-chloro-3-[(E)-3-[4-(4-methoxyphenyl)phenyl]prop-2-enoyl]-4-phenyl-1H-quinolin-2-one